FC(C=1C=C(C=C(C1)C(F)(F)F)NC1=NC=2C(N=C1NC1=CC(=CC(=C1)C(F)(F)F)C(F)(F)F)=NON2)(F)F N5,N6-bis(3,5-bis(trifluoromethyl)phenyl)-[1,2,5]oxadiazolo[3,4-b]pyrazine-5,6-diamine